6-[[1-methyl-5-(trifluoromethyl)pyrazol-4-yl]methyl]-2-azaspiro[3.3]heptane CN1N=CC(=C1C(F)(F)F)CC1CC2(CNC2)C1